N-[(1S)-2-[[(1S)-2-amino-2-oxo-1-[[(3S)-2-oxo-3-piperidyl]methyl]ethyl]amino]-1-(cyclopropylmethyl)-2-oxo-ethyl]-6-chloro-4-fluoro-1H-indole-2-carboxamide NC([C@H](C[C@H]1C(NCCC1)=O)NC([C@H](CC1CC1)NC(=O)C=1NC2=CC(=CC(=C2C1)F)Cl)=O)=O